tert-butyl 3-[6-[2-cyano-3-[[ethyl(methyl)sulfamoyl]amino]-6-fluoro-phenoxy]-3-quinolyl]-1-oxa-8-azaspiro[4.5]decane-8-carboxylate C(#N)C1=C(OC=2C=C3C=C(C=NC3=CC2)C2COC3(C2)CCN(CC3)C(=O)OC(C)(C)C)C(=CC=C1NS(N(C)CC)(=O)=O)F